(3R,3aR,6R,7S,8aS)-3,6,8,8-tetramethylhexahydro-1H-3a,7-methanoazulen-5(4H)-one C[C@@H]1CC[C@H]2C([C@@H]3[C@H](C(C[C@]12C3)=O)C)(C)C